1,2,5-trimethyl-N-[(5-phenyl-1,3,4-thiadiazol-2-yl)methyl]pyrrole-3-carboxamide CN1C(=C(C=C1C)C(=O)NCC=1SC(=NN1)C1=CC=CC=C1)C